4-(1-((7-bromo-2-(2,6-dioxopiperidin-3-yl)-1,3-dioxoisoindolin-5-yl)methyl)piperidin-4-yl)-N-(5-(((5-(tert-butyl)oxazol-2-yl)methyl)thio)thiazol-2-yl)piperazine-1-carboxamide BrC=1C=C(C=C2C(N(C(C12)=O)C1C(NC(CC1)=O)=O)=O)CN1CCC(CC1)N1CCN(CC1)C(=O)NC=1SC(=CN1)SCC=1OC(=CN1)C(C)(C)C